6-methyl-4-[(1-methylcyclopropyl)amino]-N-(3-phenyloxetan-3-yl)furo[2,3-d]pyrimidine-5-carboxamide CC1=C(C2=C(N=CN=C2NC2(CC2)C)O1)C(=O)NC1(COC1)C1=CC=CC=C1